N-(2-(3,3-difluoropyrrolidin-1-yl)-4-(2-fluoro-phenyl)pyridin-3-yl)-6-methoxynicotinamide FC1(CN(CC1)C1=NC=CC(=C1NC(C1=CN=C(C=C1)OC)=O)C1=C(C=CC=C1)F)F